ClC=1C2=C(N=CN1)N(C=C2I)[C@H]2CN(CCC2)C(=O)O (R)-3-(4-chloro-5-iodo-7H-pyrrolo[2,3-d]Pyrimidin-7-yl)piperidine-1-carboxylic acid